C1(CC1)CC1(CNC1)N 3-(cyclopropylmethyl)azetidin-3-amine